bis(3-maleimidylphenoxy)biphenyl C1(C=CC(N1C=1C=C(OC2=CC=C(C=C2)C2=CC=C(C=C2)OC2=CC(=CC=C2)N2C(C=CC2=O)=O)C=CC1)=O)=O